(1R,2R)-2-[[tert-butyl(diphenyl)silyl]oxymethyl]cyclopropanecarbaldehyde [Si](C1=CC=CC=C1)(C1=CC=CC=C1)(C(C)(C)C)OC[C@H]1[C@@H](C1)C=O